CN(C(CC1=CC=C(C=C1)NC(C1=CC(=C(C=C1)C)NC1=NC=CC(=N1)C=1C=NC=C(C1)C1=C(C=NO1)C)=O)C)C N-[4-(2-Dimethylamino-propyl)-phenyl]-4-methyl-3-{4-[5-(4-methyl-isoxazol-5-yl)-pyridin-3-yl]-pyrimidin-2-ylamino}-benzamide